[1-(2,6-Dioxopiperidin-3-yl)-3-methyl-2-oxo-1,3-benzodiazol-5-yl]pyrrolidine-1-carboxylic acid tert-butyl ester C(C)(C)(C)OC(=O)N1C(CCC1)C1=CC2=C(N(C(N2C)=O)C2C(NC(CC2)=O)=O)C=C1